6,8-dibromo-3-chloroimidazo[1,2-b]pyridazine BrC=1C=C(C=2N(N1)C(=CN2)Cl)Br